ClC1=C(C(=CC=C1Cl)F)C1(CN(C1)C(=O)OC(C)(C)C)NC=1C=C2C(NC=NC2=C(C1)F)=O tert-butyl 3-(2,3-dichloro-6-fluorophenyl)-3-[(8-fluoro-4-oxo-3H-quinazolin-6-yl)amino]azetidine-1-carboxylate